[(2-hydroxyethanesulphonyl)-phenylazo]-6-methoxyphenol OCCS(=O)(=O)C1=C(C=CC=C1)N=NC1=C(C(=CC=C1)OC)O